4-(cyclopropyl-(4-(5,6,7,8-tetrahydro-1,8-naphthyridin-2-yl)butyl)amino)-2-(pyrimidin-4-ylamino)butanoic acid C1(CC1)N(CCC(C(=O)O)NC1=NC=NC=C1)CCCCC1=NC=2NCCCC2C=C1